2-Chloro-N-(3-(2-cyclopropylacetylamino)-2,4-difluorophenyl)-5-((1R,3R)-2,2-dichloro-3-(3-chloro-4-fluorophenyl)cyclopropane-1-carboxamido)benzamide ClC1=C(C(=O)NC2=C(C(=C(C=C2)F)NC(CC2CC2)=O)F)C=C(C=C1)NC(=O)[C@@H]1C([C@H]1C1=CC(=C(C=C1)F)Cl)(Cl)Cl